C(C)C(COCCOCCO)CC 2-[2-(2-ethylbutoxy)ethoxy]ethane-1-ol